tert-butyl (R)-2-carbamoylazetidine-1-carboxylate C(N)(=O)[C@@H]1N(CC1)C(=O)OC(C)(C)C